C(=O)C=1C=C(C(=O)O)C=CC1C=O 3,4-diformylbenzoic acid